O=S1(CC2N(CC1)CCN(C2)C(=O)N)=O 2,2-dioxo-3,4,6,7,9,9a-hexahydro-1H-pyrazino[2,1-c][1,4]thiazine-8-carboxamide